FC=1C=C(C#N)C=C(C1)N1C=C(C=2C(CCCC12)=O)C(F)(F)F 3-fluoro-5-(4-oxo-3-(trifluoromethyl)-4,5,6,7-tetrahydro-1H-indol-1-yl)benzonitrile